ClC=1C=C(C=C(C1F)Cl)C1(CCC1)OC(/C=C/C(=O)O)=O (E)-4-(1-(3,5-dichloro-4-fluorophenyl)cyclobutoxy)-4-oxobut-2-enoic acid